dodecylethylene glycol C(CCCCCCCCCCC)C(CO)O